O1C(=CCC1)C1=C(C=CC=C1)C(C)O (2-(4,5-dihydrofuran-2-yl)phenyl)ethan-1-ol